COC(=O)C=1C=NC=C(C1)C(F)(F)F (E)-5-(trifluoromethyl)pyridine-3-carboxylic acid methyl ester